ClC1=NC=C(C(=N1)C=1C=C2C(=CC(=NC2=C(C1)F)C)[C@@H](CC)NC(OC(C)(C)C)=O)F |r| (±)-Tert-butyl (1-(6-(2-chloro-5-fluoropyrimidin-4-yl)-8-fluoro-2-methylquinolin-4-yl)propyl)carbamate